(2R,3S,5R)-5-(6-Amino-2-fluoro-9H-purin-9-yl)-2-((((S)-(((S)-1-(2-ethylbutoxy)-1-oxo-3-phenylpropan-2-yl)amino)(phenoxy)phosphoryl)oxy) methyl)-2-ethynyltetrahydrofuran-3-yl nonanoate C(CCCCCCCC)(=O)O[C@@H]1[C@@](O[C@H](C1)N1C2=NC(=NC(=C2N=C1)N)F)(C#C)CO[P@](=O)(OC1=CC=CC=C1)N[C@H](C(=O)OCC(CC)CC)CC1=CC=CC=C1